CCCCC/C=C\C/C=C\CCCCCCCC(=O)OC[C@H](COP(=O)(O)OC[C@@H](C(=O)O)N)OC(=O)CCCCC/C=C\C/C=C\C/C=C\C/C=C\CCCCC 1-(9Z,12Z-octadecadienoyl)-2-(7Z,10Z,13Z,16Z-docosatetraenoyl)-glycero-3-phosphoserine